N1=C(C=CC=C1)C=1C(=C2N(N1)CCC2)C2=CC=NC1=CC=CC=C21 4-(2-(pyridin-2-yl)-5,6-dihydro-4H-pyrrolo[1,2-b]pyrazol-3-yl)quinoline